BrC1=C2C(=NN(C(C2=CC=C1)=O)C1=C(C=CC=C1)C)CC bromo-4-ethyl-2-(o-tolyl)phthalazin-1(2H)-one